1,3,6,8-tetrakis(3',5'-dicarboxyphenyl)pyrene C(=O)(O)C=1C=C(C=C(C1)C(=O)O)C1=CC(=C2C=CC3=C(C=C(C4=CC=C1C2=C34)C3=CC(=CC(=C3)C(=O)O)C(=O)O)C3=CC(=CC(=C3)C(=O)O)C(=O)O)C3=CC(=CC(=C3)C(=O)O)C(=O)O